C1(C(CCCCCCCCCCO)CCCCCCCCCCCCCCCCCCCC1)O icosano-1,12-dodecanediol